BrC1=CC2=C(C=3N(CCN2)C=C(N3)N3C(OCC3C(F)F)=O)C=C1 3-(9-bromo-6,7-dihydro-5H-benzo[f]imidazo[1,2-d][1,4]diazepin-2-yl)-4-(difluoromethyl)oxazolidin-2-one